3-(6-(piperidin-3-yl)pyrimidin-4-yl)imidazo[1,2-b]Pyridazine N1CC(CCC1)C1=CC(=NC=N1)C1=CN=C2N1N=CC=C2